4-(3-acrylamidopyrrolidin-1-yl)-2,3-dimethyl-1H-indole-7-carboxamide C(C=C)(=O)NC1CN(CC1)C1=C2C(=C(NC2=C(C=C1)C(=O)N)C)C